8-((2-fluoro-4-propylphenyl)amino)-7-methyl-3,4-dihydro-2,7-naphthyridine-1,6(2h,7h)-dione FC1=C(C=CC(=C1)CCC)NC=1N(C(C=C2CCNC(C12)=O)=O)C